FC1=CC2=C(C(=C(S2)C2=CC=C(C=C2)F)C=2C(N(N=C(C2O)C)C)=O)C=C1 4-[6-fluoro-2-(4-fluorophenyl)benzothiophen-3-yl]-5-hydroxy-2,6-dimethyl-pyridazin-3-one